C(C1=CC=CC=C1)OC1=NC(=CC=C1C1=CC(=C(C=C1)N1[C@H]2CN(C[C@H]2C1)C1=C(C=C(C=C1)B1OC(C(O1)(C)C)(C)C)F)F)OCC1=CC=CC=C1 (1S,5R)-6-(4-(2,6-bis(benzyloxy)pyridin-3-yl)-2-fluorophenyl)-3-(2-fluoro-4-(4,4,5,5-tetramethyl-1,3,2-dioxaborolan-2-yl)phenyl)-3,6-diazabicyclo[3.2.0]heptane